OCC1=C(C=CC=C1)NC=1N=C(N=NC1C(=O)N)NC=1C=C2CCNCC2=CC1OC ((2-(hydroxymethyl)phenyl)amino)-3-((7-methoxy-1,2,3,4-tetrahydroisoquinolin-6-yl)amino)-1,2,4-triazine-6-carboxamide